BrC=1C(=C(C=C2CCCOC12)C1(NC(=CC(=N1)NC)C)N)Cl 2-(8-bromo-7-chloro-chroman-6-yl)-N4,6-dimethyl-pyrimidine-2,4-diamine